C(CCCCCCCCCCC)(=O)O.C(CCCCCCCCCCC)(=O)O.N(CCO)(CCO)CCO triethanolamine dilaurate